NCC(=O)[O-].NCC(=O)[O-].[Fe+2] Ferrous BisGlycinate